O1-tert-butyl O2-methyl 6-[[4-(1-tetrahydropyran-2-ylindazol-4-yl)triazol-1-yl]methyl]indole-1,2-dicarboxylate Sodium ascorbate O=C1C(O)=C([O-])[C@H](O1)[C@@H](O)CO.[Na+].O1C(CCCC1)N1N=CC2=C(C=CC=C12)C=1N=NN(C1)CC1=CC=C2C=C(N(C2=C1)C(=O)OC(C)(C)C)C(=O)OC